OCC(C(=O)O)(C)CO 3-Hydroxy-2-hydroxymethyl-2-methylpropanoic acid